7-((S)-1-((2S,4r)-2-(Aminomethyl)-6-oxo-5-oxa-7-azaspiro[3.4]octan-7-yl)ethyl)-3-(3-fluoro-4-(methylsulfonamido)phenyl)-1H-indole-2-carboxylic acid NCC1CC2(C1)OC(N(C2)[C@@H](C)C=2C=CC=C1C(=C(NC21)C(=O)O)C2=CC(=C(C=C2)NS(=O)(=O)C)F)=O